(E)-3-(Benzylthio)-1-(piperonyl)-3-(trimethylsilyl)prop-2-en-1-one C(C1=CC=CC=C1)S/C(=C/C(=O)CC1=CC=2OCOC2C=C1)/[Si](C)(C)C